Ethyl 2-bromo-4-hydroxy-5-nitrobenzoate BrC1=C(C(=O)OCC)C=C(C(=C1)O)[N+](=O)[O-]